C(C1=CC=CC=C1)[C@@](C(=O)NC=1C=NC2=C(C=CC=C2C1)F)(CC(F)(F)F)C (2R)-2-benzyl-4,4,4-trifluoro-N-(8-fluoro-3-quinolinyl)-2-methyl-butyramide